NC(COC(=O)C=1NC=CC1)=O (2-amino-2-oxo-ethyl)pyrrole-2-carboxylate